N[C@H]1CN(CCC1)C(=O)C1=NN(C(=C1)C1=CC=C(C#N)C=C1)C1=CC=C2C=NN(C2=C1)C (R)-4-(3-(3-Aminopiperidin-1-carbonyl)-1-(1-methyl-1H-indazol-6-yl)-1H-pyrazol-5-yl)benzonitril